(R)-7-(2-(((3-chloropyridin-2-yl)oxy)methyl)pyrrolidin-1-yl)-6-cyano-4-oxo-1-(pyrazin-2-yl)-1,4-dihydroquinoline-3-carboxylic acid ClC=1C(=NC=CC1)OC[C@@H]1N(CCC1)C1=C(C=C2C(C(=CN(C2=C1)C1=NC=CN=C1)C(=O)O)=O)C#N